ClC1=CC=C(C=C1)C(C(F)(F)F)N(S(=O)(=O)C1=CN(C(C=C1)=O)COC)CC N-(1-(4-chlorophenyl)-2,2,2-trifluoroethyl)-N-ethyl-1-(methoxymethyl)-6-oxo-1,6-dihydropyridine-3-sulfonamide